1'-[1,4-phenylenebis(methylene)]bis{4-[(E)-4-(diethylamino)styryl]-3-methylpyridin-1-ium} dibromide [Br-].[Br-].C1(=CC=C(C=C1)C[N+]1=CC(=C(C=C1)\C=C\C1=CC=C(C=C1)N(CC)CC)C)C[N+]1=CC(=C(C=C1)\C=C\C1=CC=C(C=C1)N(CC)CC)C